N-[(2R)-2-(hydroxymethyl)-2-methyl-6-(2-oxa-8-azaspiro[4.5]decan-8-yl)-3H-benzofuran-5-yl]pyrazolo[1,5-a]pyrimidine-3-carboxamide OC[C@@]1(OC2=C(C1)C=C(C(=C2)N2CCC1(CCOC1)CC2)NC(=O)C=2C=NN1C2N=CC=C1)C